CC1=NC(=CC(=C1)B(O)O)C 2,6-dimethyl-4-pyridineboronic acid